(S)-N-(3-((4-(4-aminopyrimidin-2-yl)-1,3-dimethyl-1H-pyrazol-5-yl)oxy)butyl)-6'-chloro-5-(2-fluoropropan-2-yl)-[2,3'-bipyridin]-4'-amine NC1=NC(=NC=C1)C=1C(=NN(C1O[C@H](CCNC1=C(C=NC(=C1)Cl)C1=NC=C(C=C1)C(C)(C)F)C)C)C